anti-ethyl 2-(1-(4-(azidomethyl)benzyl)-5-(4-azidophenyl)piperidin-3-yl)acetate N(=[N+]=[N-])CC1=CC=C(CN2CC(CC(C2)C2=CC=C(C=C2)N=[N+]=[N-])CC(=O)OCC)C=C1